Cl.CC=1SC=C(N1)CN (2-Methylthiazol-4-yl)-methanamine hydrochloride